(S,E)-2-methyl-N-((tetrahydro-2H-Pyran-4-yl)methylene)propane-2-sulfinamide CC(C)(C)[S@](=O)/N=C/C1CCOCC1